C(C)C1=CC=C(C=C1)C 4-Ethylmethylbenzene